C(C)(C)C=1C(=NNC1C=1C=C(C=2N(C1)N=CN2)C)C(=O)NC 4-isopropyl-N-methyl-5-(8-methyl-[1,2,4]triazolo[1,5-a]pyridin-6-yl)-1H-pyrazole-3-carboxamide